Ethyl (5-(2-fluoro-5-((6-fluoro-4-oxo-3,4-dihydrophthalazin-1-yl)methyl)phenyl)-1H-benzoimidazol-2-yl)carbamate FC1=C(C=C(C=C1)CC1=NNC(C2=CC(=CC=C12)F)=O)C1=CC2=C(NC(=N2)NC(OCC)=O)C=C1